C(=O)OC1=C(C(=CC=C1C=1N=C2N(C=CC(=N2)C2CC(NC(C2)(C)C)(C)C)C1)N1N=CC=N1)F 2-fluoro-6-(7-(2,2,6,6-tetramethylpiperidin-4-yl)imidazo[1,2-a]pyrimidin-2-yl)-3-(2H-1,2,3-triazol-2-yl)phenol formate